C1(=CC=C(C=C1)NC(=O)N1C2CC=3C(=CNC(C3)=O)C1CC2)C2=CC=CC=C2 (±)-N-([1,1'-biphenyl]-4-yl)-3-oxo-3,5,6,7,8,9-hexahydro-2H-6,9-epiminocyclohepta[c]pyridine-10-carboxamide